FC1C(C1)N1C(C(=CC=C1)NC(=O)C=1C(=CC=2N(C1)C=C(N2)[C@@]21CO[C@@](C2)(C1)C)OC(C)C)=O (rac)-cis-N-(1-(2-fluorocyclopropyl)-2-oxo-1,2-dihydropyridin-3-yl)-7-isopropoxy-2-(1-methyl-2-oxabicyclo[2.1.1]hex-4-yl)imidazo[1,2-a]pyridine-6-carboxamide